rac-(1S,2R,4S)-4-(5-(3-(2,2-difluoroethoxy)-1-methyl-1H-pyrazole-5-carboxamido)-1H-pyrazol-3-yl)-2-hydroxycyclopentyl bicyclo[1.1.1]pentan-1-ylcarbamate C12(CC(C1)C2)NC(O[C@@H]2[C@@H](C[C@@H](C2)C2=NNC(=C2)NC(=O)C2=CC(=NN2C)OCC(F)F)O)=O |r|